C1(CC1)C=1C(=NN(C1NC(=O)NC1CC(C1)(F)F)C)CC1CC(C1)(F)F 1-(4-cyclopropyl-3-((3,3-difluorocyclobutyl)methyl)-1-methyl-1H-pyrazol-5-yl)-3-(3,3-difluorocyclobutyl)urea